C(C1=CC=CC=C1)OC1=CN=CC(=N1)N1C=C(C(C2=CC(=C(C=C12)N1[C@H](CCC1)COC1=NC=CC=C1)F)=O)C(=O)OCC ethyl 1-[6-(benzyloxy) pyrazin-2-yl]-6-fluoro-4-oxo-7-[(2R)-2-[(pyridin-2-yloxy) methyl] pyrrolidin-1-yl]-1,4-dihydroquinoline-3-carboxylate